C(C)(C)(C)OC(=O)N1C[C@@H](N(CC1)C=1C2=C(N=CN1)N(C=C2N(CC)CC)C2=CC(=CC=C2)Cl)C.C(C)(C)NC(C2=CC=C(C=C2)CNNC)=O N-isopropyl-4-[(2-methylhydrazino)methyl]benzamide tert-Butyl-(S)-4-(7-(3-chlorophenyl)-5-(diethylamino)-7H-pyrrolo[2,3-d]pyrimidin-4-yl)-3-methylpiperazine-1-carboxylate